C1=CC=CC=2N(C3=C(CCC21)C=CC=C3)[C@H]3[C@@H]([C@H](CCC3)NS(=O)(=N)C3=CC=C(C=C3)OC(F)(F)F)O N-[(1S,2S,3R)-3-(10,11-dihydro-5H-di-benzo[b,f]azepin-5-yl)-2-hydroxycyclohexyl]-4-(trifluoromethoxy)benzene-1-sulfonimidoamide